O=C1N(C(C2=C3C=4C(=CC=C13)C1=CC(=CC=C1OC4C=C2)C2=C(C(=C(C(=C2F)F)F)F)F)=O)CCCOC2=CC(=C(C=O)C(=C2)C)C 4-(3-(1,3-dioxo-9-(perfluorophenyl)-1H-xantheno[2,1,9-def]isoquinolin-2(3H)-yl)propoxy)-2,6-dimethylbenzaldehyde